methyl-5-{[(2S,3R)-2-methylazetidin-3-yl]oxy}pyridine-2-carboxamide CC=1C(=NC=C(C1)O[C@H]1[C@@H](NC1)C)C(=O)N